NC1=CC=C(C=C1)[C@H]1C(CN(C1)C(=O)OC(C)(C)C)(F)F tert-butyl (R)-4-(4-aminophenyl)-3,3-difluoropyrrolidine-1-carboxylate